O=C1C2(CCN(C2)C#N)CCN1 6-oxo-2,7-diazaspiro[4.4]nonane-2-carbonitrile